O=C1N2C(COC3=C1C=NC=C3)CN(CC2)C(=O)[O-] 12-oxo-6a,7,9,10-tetrahydro-6H-pyrazino[2,1-c]Pyrido[3,4-f][1,4]Oxazepin-8(12H)-carboxylate